6-(3-(3-fluoro-5-(trifluoromethyl)phenyl)isoxazolidin-2-yl)-6-methoxybenzene-1,3-diamine FC=1C=C(C=C(C1)C(F)(F)F)C1N(OCC1)C1(C=CC(=CC1N)N)OC